tert-butyl 3-(5-(3'-chloro-5-fluoro-2-hydroxy-4'-(3-methyl-2-oxo-2,3-dihydro-1H-imidazol-1-yl)-[1,1'-biphenyl]-3-yl)-2-methylpyridin-3-yl)-3,8-diazabicyclo[3.2.1]octane-8-carboxylate ClC=1C=C(C=CC1N1C(N(C=C1)C)=O)C1=C(C(=CC(=C1)F)C=1C=C(C(=NC1)C)N1CC2CCC(C1)N2C(=O)OC(C)(C)C)O